lithium hexaphenyl-cyclotrisilazane salt C1(=CC=CC=C1)[Si]1(N[Si](N[Si](N1)(C1=CC=CC=C1)C1=CC=CC=C1)(C1=CC=CC=C1)C1=CC=CC=C1)C1=CC=CC=C1.[Li]